The molecule is a valeric acid derivative having an (R)-hydroxy substituent at the 2-position and an (S)-methyl substituent at the 3-position; one of 4 steroisomers of 2-hydroxy-3-methylpentanoic acid, generated by isoleucine metabolism. Found at significantly higher levels than normal in patients with maple syrup urine disease (MSUD). It is a (2R)-2-hydroxy monocarboxylic acid and a 2-hydroxy-3-methylpentanoic acid. It derives from a valeric acid. It is a conjugate acid of a (2R,3S)-2-hydroxy-3-methylpentanoate. CC[C@H](C)[C@H](C(=O)O)O